NC1=C(C=C(C=N1)NC(C(=O)N1C(CN(C(C1)C)C(C(C)C)=O)C=1C=CC2=C(N=CS2)C1)=O)C N-(6-amino-5-methyl-3-pyridyl)-2-[2-(1,3-benzothiazol-5-yl)-5-methyl-4-(2-methylpropanoyl)piperazin-1-yl]-2-oxo-acetamide